BrC1=CC(=NC2=C1N=CNC2=O)Cl 8-bromo-6-chloro-3H,4H-pyrido[3,2-d]pyrimidin-4-one